C1=C(C=CC2=CC=CC=C12)C(=O)N[C@@H](C(=O)N1[C@@H](C[C@H](C1)N1N=NC=C1C(C)(C)O)C(=O)NC(CCCCNC(OCC1=CC=CC=C1)=O)C(C(=O)N)=O)CC1CCCCC1 benzyl (5-((2S,4R)-1-((R)-2-(2-naphthamido)-3-cyclohexylpropanoyl)-4-(5-(2-hydroxypropan-2-yl)-1H-1,2,3-triazol-1-yl)pyrrolidine-2-carboxamido)-7-amino-6,7-dioxoheptyl)carbamate